6-chloro-N-(2-(2,6-dioxopiperidin-3-yl)-1-oxoisoindolin-5-yl)indoline-1-carboxamide ClC1=CC=C2CCN(C2=C1)C(=O)NC=1C=C2CN(C(C2=CC1)=O)C1C(NC(CC1)=O)=O